ClC=1C(=C(C=C2C=NN(C12)C1=CC=C(C=C1)N1CCN(CC1)S(=O)(=O)C)F)OCOC 7-chloro-5-fluoro-6-(methoxymethoxy)-1-(4-(4-(methylsulfonyl)piperazin-1-yl)phenyl)-1H-indazole